FC(C=1C=C(C=CC1F)C=1C=C2C(=NC1)C=NN2CC2=CN=C(O2)C)F 5-[[6-[3-(Difluoromethyl)-4-fluoro-phenyl]pyrazolo[4,3-b]pyridin-1-yl]methyl]-2-methyl-oxazole